(S)-N-((R)-(3-chloro-2,4-difluorophenyl)((cis)-5-(trifluoromethyl)-tetrahydrofuran-3-yl)methyl)-2-oxoimidazolidine-4-carboxamide ClC=1C(=C(C=CC1F)[C@H](NC(=O)[C@H]1NC(NC1)=O)[C@@H]1CO[C@@H](C1)C(F)(F)F)F